FC=1C=C(C=CC1NCC1=CC=C(C=C1)C(F)(F)F)NC(CCCCCCCCC)=O N-(3-Fluoro-4-((4-(trifluoromethyl)benzyl)amino)phenyl)decanamid